trans-3-(6-(1-((4-aminocyclohexyl)methyl)piperidin-4-yl)-2-oxobenzo[d]oxazol-3(2H)-yl)piperidine-2,6-dione N[C@@H]1CC[C@H](CC1)CN1CCC(CC1)C1=CC2=C(N(C(O2)=O)C2C(NC(CC2)=O)=O)C=C1